C(C\C=C/CCCCCC)C(=O)O cis-3-decenecarboxylic acid